1-(3-(1H-indazol-3-yl)phenyl)ethan-1-ol N1N=C(C2=CC=CC=C12)C=1C=C(C=CC1)C(C)O